CO[Si](CCCNCCN)(OC)OC N-2-aminoethyl-3-aminopropyltrimethoxysilane